propylene glycol monomethyl ether (acetate) C(C)(=O)OC(COC)C